C1=CC=CC=2C3=CC=CC=C3N(C12)C1=NC(=CC(=C1)C1=CC=CC=C1)N1C2=CC=CC=C2C=2C=CC=CC12 2,6-di(9H-carbazol-9-yl)-4-phenylpyridine